(1R,2S,5S)-N-(6-Bromo-3-methylpyridin-2-yl)-3-azabicyclo[3.1.0]hexane-2-carboxamide TFA salt OC(=O)C(F)(F)F.BrC1=CC=C(C(=N1)NC(=O)[C@@H]1[C@@H]2C[C@@H]2CN1)C